F[B-](F)(F)F.C[NH2+]C N-methyl-methylammonium tetrafluoroborate